C(C)OC(C(C)(C)OC1=C(C=C(C=C1C)SCN1N=CN(C1=O)C1=CC=C(C=C1)C(F)(F)F)C)=O 2-(2,6-Dimethyl-4-(((5-oxo-4-(4-(trifluoromethyl)phenyl)-4,5-dihydro-1H-1,2,4-Triazol-1-yl)methyl)thio)phenoxy)-2-methylpropionic acid ethyl ester